The molecule is a dotriacontahexaenoate that is the conjugate base of (14Z,17Z,20Z,23Z,26Z,29Z)-dotriacontahexaenoic acid, obtained by deprotonation of the carboxy group; major species at pH 7.3. It is a conjugate base of a (14Z,17Z,20Z,23Z,26Z,29Z)-dotriacontahexaenoic acid. CC/C=C\\C/C=C\\C/C=C\\C/C=C\\C/C=C\\C/C=C\\CCCCCCCCCCCCC(=O)[O-]